NC1=C2N=CN(C2=NC=N1)C[C@@H](C)OCP(OCCCSCCCCCCCCCCCCCCCC(=O)OC)([O-])=O.[NH4+] ammonium 3-((16-methoxy-16-oxohexadecyl)thio)propyl (R)-(((1-(6-amino-9H-purin-9-yl)propan-2-yl)oxy)methyl)phosphonate